(E)-3-(4-hydroxy-3-methoxy-phenyl)prop-2-enoic acid OC1=C(C=C(C=C1)/C=C/C(=O)O)OC